tert-Butyl 4-(((7-(cyclopentylamino)-5-fluoro-4-oxo-3,4-dihydroquinazolin-2-yl)methyl)thio)piperidine-1-carboxylate C1(CCCC1)NC1=CC(=C2C(NC(=NC2=C1)CSC1CCN(CC1)C(=O)OC(C)(C)C)=O)F